4-((2-(4-isobutylphenyl)propionyl)hydrazino)-2-(4-fluorophenylamino)-6-methyl-furo[2,3-d]pyrimidine-5-carboxylic acid ethyl ester C(C)OC(=O)C1=C(OC=2N=C(N=C(C21)NNC(C(C)C2=CC=C(C=C2)CC(C)C)=O)NC2=CC=C(C=C2)F)C